diisopropyl-(ethoxy)borane C(C)(C)B(OCC)C(C)C